ClC=1C(=CC(=C(C1)S(=O)(=O)N(C=1SC=CN1)CC1=CC(=C(C=C1)C)C)F)N1CC(CC1)CCCN(C)C 5-chloro-4-(3-(3-(dimethylamino)propyl)pyrrolidin-1-yl)-N-(3,4-dimethylbenzyl)-2-fluoro-N-(thiazol-2-yl)benzenesulfonamide